((1,3,5-triazinane-1,3,5-triyl) tris(propane-3,1-diyl)) tris(thiosulfate) sodium [Na+].S(=S)(=O)(OCCCN1CN(CN(C1)CCCOS(=S)(=O)[O-])CCCOS(=S)(=O)[O-])[O-].[Na+].[Na+]